ClC1=NC(=NC(=C1C(C(F)(F)F)(F)F)Cl)N 4,6-dichloro-5-(1,1,2,2,2-pentafluoroethyl)pyrimidin-2-amine